C(C)(=O)OC1(C(N(CC1)C)=O)C1=CC(=CC=C1)C=1N=C(SC1F)C1=CN(C2=NC=CC=C21)S(=O)(=O)C2=CC=C(C)C=C2 3-(3-(5-fluoro-2-(1-tosyl-1H-pyrrolo[2,3-b]pyridin-3-yl)thiazol-4-yl)phenyl)-1-methyl-2-oxopyrrolidin-3-yl acetate